C(CCCCC(=O)O)(=O)O.N[C@@H](COC1=CC=C(C=C1)C1=CN=C2N1N=C(C=C2)N[C@H](C)C2=CC(=CC=C2)F)C 3-{4-[(2R)-2-Aminopropoxy]phenyl}-N-[(1R)-1-(3-fluorophenyl)ethyl]imidazo[1,2-b]pyridazin-6-amine adipate